N-(3'-(2-aminopyridin-4-yl)-2-fluoro-4'-hydroxy-[1,1'-biphenyl]-4-yl)-4-ethoxy-1-(4-fluorophenyl)-2-oxo-1,2-dihydropyridine-3-carboxamide NC1=NC=CC(=C1)C=1C=C(C=CC1O)C1=C(C=C(C=C1)NC(=O)C=1C(N(C=CC1OCC)C1=CC=C(C=C1)F)=O)F